N1(CCC1)C[C@H]([C@H](O)C1=CC=C(C=C1)OC1CC1)NC(=O)[C@@H]1CN(CC1)C1=CC2=CC=C(C=C2C=C1)F (S)-N-((1R,2R)-3-(azetidin-1-yl)-1-(4-cyclopropoxyphenyl)-1-hydroxypropan-2-yl)-1-(6-fluoronaphthalen-2-yl)pyrrolidine-3-carboxamide